COC(=O)C=1C=C(C=CC1)B(O)O 3-methoxycarbonylphenyl-boronic acid